Cl.C1(=CC=CC=C1)N1N=C(N=C1)OCCN 2-(1-phenyl-1H-1,2,4-triazol-3-yloxy)ethylamine hydrochloride